ClC1=C(C=CC=C1Cl)SC=1C(=NC=CN1)C(=O)N ((2,3-dichlorophenyl)thio)pyrazine-2-carboxamide